4-(2'-fluoro-[1,1'-biphenyl]-4-yl)-N-(4-methoxybenzyl)butanamide FC1=C(C=CC=C1)C1=CC=C(C=C1)CCCC(=O)NCC1=CC=C(C=C1)OC